4-[2'-cyclobutyl-3'-fluoro-6-({(1R,3R)-3-[(1,4,4-trimethyl-L-prolyl)amino]cyclopentyl}oxy)[1,1'-biphenyl]-3-yl]-1-methyl-1H-pyrazole-3-carboxylic acid C1(CCC1)C1=C(C=CC=C1F)C1=CC(=CC=C1O[C@H]1C[C@@H](CC1)NC([C@H]1N(CC(C1)(C)C)C)=O)C=1C(=NN(C1)C)C(=O)O